NC1CCC(CC1)O (1s,4s)-4-aminocyclohexane-1-ol